(2R)-1-[4-(6-Nitropyridin-3-yl)phenyl]pyrrolidine-2-carboxylic acid methyl ester COC(=O)[C@@H]1N(CCC1)C1=CC=C(C=C1)C=1C=NC(=CC1)[N+](=O)[O-]